ClC=1C=CC(=C(C(=O)NC2=CC=C(C(=O)O)C=C2)C1)OC 4-(5-chloro-2-methoxybenzamido)benzoic acid